5'-O-((1-(5-((4-(hexyl)-1H-1,2,3-triazol-1-yl)methyl)-2-nitrophenyl)ethoxy)methyl)thymidine dimethyl-Allylphosphonate CC(=CCP(O)(O)=O)C.C(CCCCC)C=1N=NN(C1)CC=1C=CC(=C(C1)C(C)OCOC[C@@H]1[C@H](C[C@@H](O1)N1C(=O)NC(=O)C(C)=C1)O)[N+](=O)[O-]